tert-butyl 4-[2-[[3-(2,6-dioxo-3-piperidyl)-1-methyl-indazol-7-yl]amino]-2-oxo-ethyl]piperazine-1-carboxylate O=C1NC(CCC1C1=NN(C2=C(C=CC=C12)NC(CN1CCN(CC1)C(=O)OC(C)(C)C)=O)C)=O